ClC=1C(=C(C(=O)O)C(=CC1)I)C 3-chloro-6-iodo-2-methylbenzoic acid